(1R,3R)-1-(benzo[d][1,3]dioxolan-5-yl)-N-methyl-2,3,4,9-tetrahydro-1H-pyrido[3,4-b]indole O1COC2=C1C=CC(=C2)[C@H]2N(CCC1=C2NC2=CC=CC=C12)C